S1C(=CC=C1)OC(C1=CC=C(C=C1)F)=O 4-fluorobenzoic acid-(S)-thiophenyl ester